Hept-5-en-2,3-dicarboxylic acid anhydride CC1C(CC=CC)C(=O)OC1=O